C(C=C)OC1=C(C(=C(C(=O)N)C=C1)CC(O)O)OCC=C diallyloxydihydroxyethyl-benzamide